5,6-dibromo-3-phenyl-4H-chromen-4-one BrC1=C2C(C(=COC2=CC=C1Br)C1=CC=CC=C1)=O